(pyrrolidin-2-yl) 4,5-diphenyl-2-oxazolepropionate hydrochloride Cl.C1(=CC=CC=C1)C=1N=C(OC1C1=CC=CC=C1)CCC(=O)OC1NCCC1